(1R)-2-(benzofuran-3-yl)-1-(5-oxaspiro[2.5]octane-carboxamido)ethylboronic acid O1C=C(C2=C1C=CC=C2)C[C@H](NC(=O)C2CC21COCCC1)B(O)O